[Si]([S-])([O-])([O-])[O-].[Na+].[Na+].[Na+].[Na+] Sodium thiosilicate